3-(adamantan-1-yl)imidazo[2,1-b]thiazole-6-carboxylic acid C12(CC3CC(CC(C1)C3)C2)C=2N3C(SC2)=NC(=C3)C(=O)O